4-Hydroxyphenyltricyclo[3.3.1.13,7]-decane-1-methanol OC1=CC=C(C=C1)C1C2(CC3CC(CC1C3)C2)CO